ClC1=CC=C(CNC(=O)NCCCCC2CCN(CC2)C(C2=C(C=CC=C2C)C)=O)C=C1 1-(4-chlorobenzyl)-3-(4-(1-(2,6-dimethylbenzoyl)piperidin-4-yl)butyl)urea